1,3-disilazane C1C[Si]C[Si]C1